N-(trans-3-(2-methoxyethoxy)cyclobutyl)-5-(2-methyl-1-(tetrahydro-2H-pyran-4-yl)-1H-imidazo[4,5-b]pyridin-6-yl)pyrrolo[2,1-f][1,2,4]triazin-2-amine COCCO[C@@H]1C[C@H](C1)NC1=NN2C(C=N1)=C(C=C2)C=2C=C1C(=NC2)N=C(N1C1CCOCC1)C